C1(=CC=CC=C1)CC(O)N1CCOCC1 2-phenyl-1-morpholino-ethanol